C(#N)C1=CC(=C(OCC2=CC=CC(=N2)OC2CCN(CC2)CC2=NC3=C(N2CC2=CN=CN2C(C)C)C=C(C=C3)C(=O)O)C=C1)F 2-((4-((6-((4-cyano-2-fluorophenoxy)methyl)pyridin-2-yl)oxy)piperidin-1-yl)methyl)-1-((1-isopropyl-1H-imidazol-5-yl)methyl)-1H-benzo[d]imidazole-6-carboxylic acid